COC1=CC(=C2C=CC=NC2=C1)C1(CC1)NC(C1=C(C=C(C(=C1)OC[C@H]1N(CC1)C)NC)C)=O (S)-N-(1-(7-Methoxyquinolin-5-yl)cyclopropyl)-2-methyl-4-(methylamino)-5-((1-methylazetidin-2-yl)methoxy)benzamide